C(C)(C)(C)OC(NC1CCC(CC1)(F)CN1CCN(CC1)C1=C(C=C(C=C1)C=1C(=NC(=CC1)OCC1=CC=CC=C1)OCC1=CC=CC=C1)F)=O.N(=C=O)CCC[Si](OCC)(OCC)OCC (3-Isocyanatopropyl)triethoxysilane tert-butyl-N-[4-[[4-[4-(2,6-dibenzyloxy-3-pyridyl)-2-fluoro-phenyl]piperazin-1-yl]methyl]-4-fluoro-cyclohexyl]carbamate